ClC1=CC(=NC(=C1)C1=NN(C=C1)C(F)F)C#N 4-chloro-6-(1-(difluoromethyl)-1H-pyrazol-3-yl)picolinonitrile